2-[4-(4-chlorophenyl)-6-[4-(2-ethylhexoxy)-2-hydroxy-phenyl]-1,3,5-triazin-2-yl]-5-(2-ethylhexoxy)phenol ClC1=CC=C(C=C1)C1=NC(=NC(=N1)C1=C(C=C(C=C1)OCC(CCCC)CC)O)C1=C(C=C(C=C1)OCC(CCCC)CC)O